5-amino-2-[2-(1-tert-butoxycarbonyl-4-piperidyl)ethynyl]-6H-thieno[3,2-b]azepine-7-carboxylic acid NC=1CC(=CC2=C(N1)C=C(S2)C#CC2CCN(CC2)C(=O)OC(C)(C)C)C(=O)O